ClC1=CC=C(C=C1)CN1C([C@H](CS(C2=C1C=C(C(=C2)F)C=2OC(=NN2)N2C(COCC2)(C)C)(=O)=O)NC(OC(C)(C)C)=O)=O tert-butyl N-[(3R)-5-[(4-chlorophenyl)methyl]-7-[5-(3,3-dimethylmorpholin-4-yl)-1,3,4-oxadiazol-2-yl]-8-fluoro-1,1,4-trioxo-2,3-dihydro-1λ6,5-benzothiazepin-3-yl]carbamate